isobutyl-zirconium tribromide [Br-].[Br-].[Br-].C(C(C)C)[Zr+3]